C(C)(C)(C)OC(=O)N1[C@@H](C[C@H](CC1)NC1COCC1)C1=CC=CC=C1 (2s,4s)-4-((1,1-thioxolan-3-yl)amino)-2-phenylpiperidine-1-carboxylic acid tert-butyl ester